laurylamino ether lactate C(C(O)C)(=O)O.C(CCCCCCCCCCC)ON